2-(4-methylpiperazin-1-yl)hexanamine CN1CCN(CC1)C(CN)CCCC